C1=CN(C(=O)N=C1N)C[C@@H](CO)OCP(=O)(O)[O-] The molecule is a organophosphonate oxoanion obtained by removal of a proton from the phosphonate group of cidofovir. It is the major microspecies at pH 7.3 (according to Marvin v 6.2.0.). It is a conjugate base of a member of cidofovir anhydrous. It is a conjugate acid of a cidofovir(2-).